COC(CCC1CCN(CC1)C=1C=CC=C2C(=NN(C12)C)C1C(NC(CC1)=O)=O)OC 3-[7-[4-(3,3-dimethoxypropyl)-1-piperidyl]-1-methyl-indazol-3-yl]piperidine-2,6-dione